lead-calcium-silver-tin [Sn].[Ag].[Ca].[Pb]